C(CCC)OC1=CC=C2C(=CC(OC2=C1)=O)C1=CC=C(C=C1)Br 7-butoxy-4-(4-bromophenyl)coumarin